N=1C=CN2C1N=CC=C2 IMIDAZO[1,2-A]PYRIMIDIN